C1(=CC=C(C=C1)C(=O)O)C1=CC=C(C=C1)C1=CC=C(C=C1)C(=O)O [1,1':4',1''-terphenyl]-4,4''-dicarboxylic acid